ClC=1C(=NC=C(C1)C=1C=CC=2C3=C(N(C2C1)C)C=CN=C3)N3CCN(CC3)CC=3C=C1C(N(C(C1=CC3)=O)N3C(NC(CC3)=O)=O)=O 5-((4-(3-chloro-5-(5-methyl-5H-pyrido[4,3-b]indol-7-yl)pyridin-2-yl)piperazin-1-yl)methyl)-2-(2,4-dioxotetrahydropyrimidin-1(2H)-yl)isoindoline-1,3-dione